[Si](C)(C)(C(C)(C)C)OC1=C(C=C(C=C1)CC=O)C1OCCO1 2-{4-[(tert-butyldimethylsilyl)oxy]-3-(1,3-dioxolan-2-yl)phenyl}acetaldehyde